Methyl (S)-2-((3-(1-(4-methoxyphenyl)-2-oxo-1,2-dihydro-3H-imidazo[4,5-b]pyridin-3-yl)pyrrolidin-1-yl)methyl)isonicotinate COC1=CC=C(C=C1)N1C(N(C2=NC=CC=C21)[C@@H]2CN(CC2)CC=2C=C(C(=O)OC)C=CN2)=O